2-benzyl-6-(pyridine-2-yl)-4-(trifluoromethyl)-4,5-dihydropyridazin-3(2H)-one C(C1=CC=CC=C1)N1N=C(CC(C1=O)C(F)(F)F)C1=NC=CC=C1